3-bromo-9-(4-(tert-butyl)phenyl)-9H-carbazole BrC=1C=CC=2N(C3=CC=CC=C3C2C1)C1=CC=C(C=C1)C(C)(C)C